7-formyl-3-((3-isopropoxy-3-oxopropyl)amino)benzo[e][1,2,4]Triazine-1-oxide C(=O)C1=CC2=C(N=C(N=[N+]2[O-])NCCC(=O)OC(C)C)C=C1